ClC1=NC(=C2N=CN(C2=N1)C1OCCCC1)NCC1=CC=CC=C1 Chloro-6-benzylamino-9-(tetrahydro-2H-pyran-2-yl)-9H-purine